FC(C1=NN=C(O1)C=1C=CC(=NC1)CN1C(N(C2=C1C(=CC=C2)F)C2CCN(CC2)S(=O)(=O)C)=O)F 3-((5-(5-(difluoromethyl)-1,3,4-oxadiazole-2-yl)pyridine-2-yl)methyl)-4-fluoro-1-(1-(methylsulfonyl)piperidine-4-yl)-1,3-dihydro-2H-benzo[d]imidazole-2-one